3,4-dihydroxyphenyl-propyl-methacrylamide tert-butyl-(E)-9-(3-ethoxy-3-oxoprop-1-en-1-yl)-3-azaspiro[5.5]undecane-3-carboxylate C(C)(C)(C)OC(=O)N1CCC2(CC1)CCC(CC2)\C=C\C(=O)OCC.OC=2C=C(C=CC2O)C(=C(C(=O)N)C)CCC